N-(6-(2-cyanophenoxy)pyridazin-3-yl)-2-((S)-4,4-difluoro-3-(6-oxo-1,6-dihydropyridin-3-yl)piperidin-1-yl)propanamide C(#N)C1=C(OC2=CC=C(N=N2)NC(C(C)N2C[C@@H](C(CC2)(F)F)C2=CNC(C=C2)=O)=O)C=CC=C1